tetradecyl-dimethylbenzyl-ammonia chloride [Cl-].C(CCCCCCCCCCCCC)C(C1=CC=CC=C1)N(C)C